(R)-N-(7-(hydroxyamino)-7-oxoheptyl)-2-(3-hydroxypiperidin-1-yl)pyrimidine ONC(CCCCCCN1[C@H](N=CC=C1)N1CC(CCC1)O)=O